ClC1=C(C=C(C(=O)[O-])C=C1N)N 4-chloro-3,5-diaminobenzoate